ethyl 3-oxo-3-(3-pyridyl)propionate O=C(CC(=O)OCC)C=1C=NC=CC1